[N+](=O)([O-])C1=NNC=2C1=NC=CC2 3-nitro-1H-pyrazolo[4,3-b]pyridine